1,4-bis(trichloromethylsilylethyl)benzene methyl-(1r,3r)-3-((tert-butyldimethylsilyl)oxy)cyclobutane-1-carboxylate COC(=O)C1CC(C1)O[Si](C)(C)C(C)(C)C.ClC(Cl)(Cl)[SiH2]CCC1=CC=C(C=C1)CC[SiH2]C(Cl)(Cl)Cl